C1(=CC=CC=C1)C1C(C2=CC=CC=C2C(C1)(C)C)(C)C (Phenyl)-1,1,4,4-tetramethyl-1,2,3,4-tetrahydronaphthalene